4-(4-(4-(2-(2-aminopyridin-3-yl)-5-phenyl-3H-imidazo[4,5-b]pyridin-3-yl)benzyl)piperazine-1-carbonyl)pyrimidine-5-carbonitrile NC1=NC=CC=C1C1=NC=2C(=NC(=CC2)C2=CC=CC=C2)N1C1=CC=C(CN2CCN(CC2)C(=O)C2=NC=NC=C2C#N)C=C1